1,6-dihydro-1,6-diaza-7-indenone N1C=CC=2C=CNC(C12)=O